OC1=C(C=CC=C1)CC(=O)OC(CC1=C(C=CC=C1)O)=O o-hydroxyphenylacetic acid, anhydride